(R)-1-(3-((5-chloro-2-((1-methyl-1H-pyrazol-4-yl)amino)-7H-pyrrolo[2,3-d]pyrimidin-4-yl)amino)piperidin-1-yl)prop-2-en-1-one ClC1=CNC=2N=C(N=C(C21)N[C@H]2CN(CCC2)C(C=C)=O)NC=2C=NN(C2)C